(3R*,4R*)-1-Cyclohexyl-4-{[5-(2,4-difluoro-phenyl)-[1,2,4]oxadiazole-3-carbonyl]-amino}-piperidine-3-carboxylic acid (1-pyridin-2-yl-cyclopropyl)-amide N1=C(C=CC=C1)C1(CC1)NC(=O)[C@@H]1CN(CC[C@H]1NC(=O)C1=NOC(=N1)C1=C(C=C(C=C1)F)F)C1CCCCC1 |o1:12,17|